NC=1N=C(SC1C(=O)C1=CC=C(C(=O)NC2CCCC2)C=C1)N(C1=CC=C(C=C1)F)[C@@H](C(=O)N)C |r| rac-4-[4-Amino-2-(N-(2-amino-1-methyl-2-oxoethyl)-4-fluoroanilino)thiazol-5-carbonyl]-N-cyclopentylbenzamid